C(#N)C1=C(C=C(C=C1)N1CCC(CC1)C(=O)NC1=NC=C(C=C1)N1CCC(CC1)CCN1CCN(CC1)C=1C=C2CN(C(C2=CC1)=O)C1C(NC(CC1)=O)=O)C(F)(F)F 1-(4-cyano-3-(trifluoromethyl)phenyl)-N-(5-(4-(2-(4-(2-(2,6-dioxopiperidin-3-yl)-1-oxoisoindolin-5-yl)piperazin-1-yl)ethyl)piperidin-1-yl)pyridin-2-yl)piperidine-4-carboxamide